C12(CCC(CC1)(CC2)COCCCN)COCCCN 3,3'-((Bicyclo[2.2.2]octane-1,4-diylbis(methylene))bis(oxy))bis(propan-1-amine)